FC(CN1N=CC(=C1)S(=O)(=O)N1N=C2C(=C1)CNC2)F 1-(2,2-difluoroethyl)-4-{2H,4H,5H,6H-pyrrolo[3,4-c]pyrazole-2-sulfonyl}-1H-pyrazole